OS(=O)(=O)C(F)(F)F.C(C1=CC=CC=C1)OC=1C(=C(COC(C)=O)C(=CC1)CC1=NCCC2=CC(=C(C=C12)OC)OC)OC acetic acid 3-(benzyloxy)-6-((6,7-dimethoxy-3,4-dihydroisoquinolin-1-yl) methyl)-2-methoxybenzyl ester triflate